C(C1=CC=CC=C1)NN 1-benzyl-hydrazine